((2r,3s,4r,5r)-5-(3,5-dioxo-4,5-dihydro-1,2,4-triazin-2(3H)-yl)-3,4-dihydroxytetrahydrofuran-2-yl)methyl (((9H-fluoren-9-yl)methoxy)carbonyl)-D-isoleucinate C1=CC=CC=2C3=CC=CC=C3C(C12)COC(=O)N[C@H]([C@H](C)CC)C(=O)OC[C@H]1O[C@H]([C@@H]([C@@H]1O)O)N1N=CC(NC1=O)=O